5-(5-bromo-2-methyl-pyrazol-3-yl)pyrimidine BrC=1C=C(N(N1)C)C=1C=NC=NC1